methyl 3-amino-4,6-dichloro-pyridine-2-carboxylate NC=1C(=NC(=CC1Cl)Cl)C(=O)OC